COC(=O)C1=CN(C(C=C1NNC(=O)OC(C)(C)C)=O)C1CCOCC1 4-(2-(tert-Butoxycarbonyl)hydrazino)-6-oxo-1-(tetrahydro-2H-pyran-4-yl)-1,6-dihydropyridine-3-carboxylic acid methyl ester